C1(CC1)C(=O)NC1=CC=C(C(=O)O)C=C1 4-(cyclopropanecarbonylamino)benzoic acid